CCCCCCCCCC(C)C.[Si] Silicon Isododecane